7-bromo-4-chloro-5-methoxycinnoline BrC1=CC(=C2C(=CN=NC2=C1)Cl)OC